CC1N(CCNC1)C(=O)OCCCC butyl (-)-2-methylpiperazine-1-carboxylate